BrC=1C(=C(C=O)C=C(C1)C1(OCCO1)C)F 3-bromo-2-fluoro-5-(2-methyl-1,3-dioxolan-2-yl)benzaldehyde